1-methoxylt-butylperoxy-3,3,5-trimethylcyclohexane O(C)C1(CC(CC(C1)C)(C)C)OOC(C)(C)C